4-[3-[4-[4-amino-3-(4-phenoxyphenyl)pyrazolo[3,4-d]pyrimidin-1-yl]-1-piperidinyl]azetidin-1-yl]piperidine-1-carboxylic acid tert-butyl ester C(C)(C)(C)OC(=O)N1CCC(CC1)N1CC(C1)N1CCC(CC1)N1N=C(C=2C1=NC=NC2N)C2=CC=C(C=C2)OC2=CC=CC=C2